C(C)OC(=O)C1(CN(C1)S(=O)(=O)C1=C(C=C(C=C1)Cl)Cl)COC1=CC(=C(C=C1)C#N)F 3-((4-cyano-3-fluorophenoxy)methyl)-1-((2,4-dichlorophenyl)sulfonyl)azetidine-3-carboxylic acid ethyl ester